Cl.NC1=C2C(=NC=N1)N(N=C2C)[C@@H](C)C=2C(=C(C(=C(C2)Cl)F)[C@H]2CC(NC2)=O)OCC (R)-4-(3-((S)-1-(4-amino-3-methyl-1H-pyrazolo[3,4-d]pyrimidin-1-yl)ethyl)-5-chloro-2-ethoxy-6-fluorophenyl)pyrrolidin-2-one hydrochloride salt